(Z)-2-(2-methylphenyl)-2-methoxyiminoacetic acid methyl ester COC(\C(=N/OC)\C1=C(C=CC=C1)C)=O